C[Si](C=1C(=NC(=CC1F)F)F)(C)C trimethyl-(2,4,6-trifluoro-3-pyridyl)silane